FC1=C(C=C(C(=C1)OC1=CC(=NC=C1)C=1C=NN(C1)C)F)N(C(=O)C1(CC1)C(=O)N)C1=CC=CC=C1 1-N'-[2,5-difluoro-4-[2-(1-methylpyrazol-4-yl)pyridin-4-yl]Oxy-phenyl]-1-N'-phenylcyclopropane-1,1-dicarboxamide